7-chloro-6-(4-(4-fluoro-3-methyltetrahydrofuran-3-yl)piperazin-1-yl)isoquinolin-3-amine ClC1=C(C=C2C=C(N=CC2=C1)N)N1CCN(CC1)C1(COCC1F)C